ClCC1=CC=C(C(=O)N(C)CCO)C=C1 4-(chloromethyl)-N-(2-hydroxyethyl)-N-methylbenzamide